COC=1C=C(C=CC1)SCCC(=O)O 3-((3-methoxyphenyl)thio)propanoic acid